C2-chloroethanol ClCCO